Butylethylene glycol C(CCC)C(CO)O